FC=1C=CC=2N(C(C(=CN2)C)=O)C1 7-fluoro-3-methyl-4H-pyrido[1,2-a]pyrimidin-4-one